(3S)-N-[(2S)-2-(dimethylamino)-3-(4-methyl-2-oxo-2,3-dihydro-1H-indol-5-yl)propyl]-3-phenylbutyramide CN([C@H](CNC(C[C@H](C)C1=CC=CC=C1)=O)CC=1C(=C2CC(NC2=CC1)=O)C)C